C(C=C)(=O)O.N1=CN=C2N=CNC2=C1N adenine acrylate